1-(4-methoxybenzyl)-6-methyl-5-(trifluoromethyl)-1H-pyrazolo[3,4-b]pyridin-4-yl trifluoromethanesulfonate FC(S(=O)(=O)OC1=C2C(=NC(=C1C(F)(F)F)C)N(N=C2)CC2=CC=C(C=C2)OC)(F)F